2-((2S,4R)-4-amino-1-(2-chloroquinoline-6-carbonyl)pyrrolidin-2-yl)-N-((S)-6-guanidino-1-(methylamino)-1-oxohexan-2-yl)thiazole-4-carboxamide N[C@@H]1C[C@H](N(C1)C(=O)C=1C=C2C=CC(=NC2=CC1)Cl)C=1SC=C(N1)C(=O)N[C@H](C(=O)NC)CCCCNC(=N)N